FC1=C(C(=CC(=C1)F)O)C1=NN=C(C2=CC=CC=C12)NC[C@H](CO)O (2R)-3-[[4-(2,4-difluoro-6-hydroxy-phenyl)phthalazin-1-yl]amino]propane-1,2-diol